FC1=C(C=CC=C1F)CN1C(CCC1=O)CC(=O)OCCOC1=CC=CC=C1 2-phenoxyethyl 2-[1-[(2,3-difluorophenyl)methyl]-5-oxopyrrolidin-2-yl]acetate